ClC1=C(CN2N=C3C4=C(CCC3=C2)OC(=C4C)C(=O)NC4=CC=C(C=C4)OC)C(=CC=C1)F 2-(2-chloro-6-fluorobenzyl)-N-(4-methoxyphenyl)-8-methyl-4,5-dihydro-2H-furo[2,3-g]indazole-7-carboxamide